4-{3-methoxy-4-[2-(pentafluoro-λ6-sulfanyl)phenoxy]phenyl}-2H,4H,5H,6H,7H-pyrazolo[3,4-b]pyridin-6-one COC=1C=C(C=CC1OC1=C(C=CC=C1)S(F)(F)(F)(F)F)C1C=2C(NC(C1)=O)=NNC2